[O-2].[Ga+3].[In+3].[O-2].[O-2] Indium-Gallium oxid